C1(CCCC1)NC1=CC=C2C(NC(=NC2=C1)CSC1CCN(CC1)C(=O)OC)=O methyl 4-(((7-(cyclopentylamino)-4-oxo-3,4-dihydroquinazolin-2-yl)methyl)thio)piperidine-1-carboxylate